4-(Fluoromethylene)piperidine-1-carboxylic acid tert-butyl ester C(C)(C)(C)OC(=O)N1CCC(CC1)=CF